3-(6-chloropyridin-3-yl)-2-oxo-2,3-dihydro-1H-imidazo[4,5-b]pyridine-6-carbonitrile ClC1=CC=C(C=N1)N1C(NC=2C1=NC=C(C2)C#N)=O